N,N'-diisopropyl-tert-butoxymethanimidamide C(C)(C)NC(=NC(C)C)OC(C)(C)C